N,N-Bis(3-hydroxypropyl)methacrylamide OCCCN(C(C(=C)C)=O)CCCO